thiadiazolo[5,4-c]pyridine N1=NSC=2C=NC=CC21